2-(2-ethylcyclohexyloxy)-1,3-propanediol C(C)C1C(CCCC1)OC(CO)CO